1-(5-(5-chloro-2-methoxypyridin-4-yl)-1H-pyrazole-3-carbonyl)-N-(2-methyl-1,2,3,4-tetrahydroisoquinolin-4-yl)piperidine-4-carboxamide ClC=1C(=CC(=NC1)OC)C1=CC(=NN1)C(=O)N1CCC(CC1)C(=O)NC1CN(CC2=CC=CC=C12)C